3-(1-oxo-5-(5,6,7,8-tetrahydrophthalazin-1-yl)isoindolin-2-yl)piperidine-2,6-dione O=C1N(CC2=CC(=CC=C12)C1=NN=CC=2CCCCC12)C1C(NC(CC1)=O)=O